(3S,4S)-1-(2-((3S,4S)-3-methoxy-4-(3-tridecylureido)pyrrolidin-1-yl)benzo[d]oxazole-6-carbonyl)-N3,N4-bis((1S,2R)-2-phenylcyclopropyl)pyrrolidine-3,4-dicarboxamide CO[C@H]1CN(C[C@@H]1NC(=O)NCCCCCCCCCCCCC)C=1OC2=C(N1)C=CC(=C2)C(=O)N2C[C@H]([C@@H](C2)C(=O)N[C@@H]2[C@H](C2)C2=CC=CC=C2)C(=O)N[C@@H]2[C@H](C2)C2=CC=CC=C2